4-(2-oxocyclohexyl)butanoic acid O=C1C(CCCC1)CCCC(=O)O